ClC=1C(=C(C=NC1)NCC=1C=C2N=CC=NC2=C(C1)F)O[C@H]1CNCC1 (R)-5-chloro-N-((8-fluoroquinoxalin-6-yl)methyl)-4-(pyrrolidin-3-yloxy)pyridin-3-amine